CNC.C(C1=CC(C(=O)O)=CC=C1)(=O)O isophthalic acid dimethylamine salt